C(CC(=O)C)(=O)NC1=C(C=C(C=C1)Cl)Cl N-acetoacetyl-2,4-dichloroaniline